NC(C)P(O)(O)=O 1-aminoethyl-phosphonic acid